FC1=CC=C(C=C1)CCO 2-(4-fluorophenyl)ethan-1-ol